ClC1=C(OC(C(=O)O)C)C=CC(=C1)Cl.N(CCO)(CCO)CCO Triethanolamine 2-(2,4-dichlorophenoxy)propionate